(S)-4,5,6,7-Tetrahydrothieno[3,2-c]pyridine-6-carboxylic acid S1C=CC=2CN[C@@H](CC21)C(=O)O